FC=1C(=C2C(=NC1N1CC3(CN(C3)C(C=C)=O)CC1)CC(OC2)(C)C)C=2C(=CC=C1C=NNC21)C 1-(6-(3-fluoro-7,7-dimethyl-4-(6-methyl-1H-indazol-7-yl)-7,8-dihydro-5H-pyrano[4,3-b]pyridin-2-yl)-2,6-diazaspiro[3.4]octan-2-yl)-2-propen-1-one